C[C@@H]1C2=CN(N=C2C2=C(C1)OC(=C2C(F)(F)F)C(=O)NC[C@H]2OCCC2)CC2CCOCC2 (4S)-4-methyl-2-[(Oxan-4-yl)methyl]-N-{[(2S)-oxolan-2-yl]methyl}-8-(trifluoromethyl)-4,5-dihydro-2H-furo[2,3-g]indazole-7-carboxamide